C(CC=C)OC=1C=2N(C=C(N1)C1=NC(=NC=C1OC)C(C)=O)N=CN2 1-(4-(8-(but-3-en-1-yloxy)-[1,2,4]triazolo[1,5-a]pyrazin-6-yl)-5-methoxypyrimidin-2-yl)ethan-1-one